(S)-3-methyl-2-(methylamino)butyric acid CC([C@@H](C(=O)O)NC)C